CC=1OC2=NC(=CC(=C2N1)C(F)(F)F)C=1N=C2N(C(C1)=O)C=C(S2)N2CCN(CC2)C(=O)OC(C)(C)C tert-butyl 4-[7-[2-methyl-7-(trifluoromethyl)oxazolo[5,4-b]pyridin-5-yl]-5-oxo-thiazolo[3,2-a]pyrimidin-2-yl]piperazine-1-carboxylate